FC(F)(F)C1=CCC1 (trifluoromethyl)cyclobutene